tert-Butyl-4-[(2-{[1-(benzyloxy)-6-oxopyridin-2-yl] formamido}ethyl)carbamoyl]-2-{4,7,10-tris[2-(tert-butoxy)-2-oxoethyl]-1,4,7,10-tetraazacyclododecan-1-yl}butanoate C(C)(C)(C)OC(C(CCC(NCCNC(=O)C=1N(C(C=CC1)=O)OCC1=CC=CC=C1)=O)N1CCN(CCN(CCN(CC1)CC(OC(C)(C)C)=O)CC(OC(C)(C)C)=O)CC(=O)OC(C)(C)C)=O